3-(aminomethyl)-2,6-difluoro-N-(2-methoxyethyl)aniline NCC=1C(=C(NCCOC)C(=CC1)F)F